OC1=C(C(=CC(=C1)OC)OC)C(\C=C\C1=CC=CC=C1)=O (E)-1-(2-hydroxy-4,6-dimethoxyphenyl)-3-phenylprop-2-en-1-one